tert-butyl (S)-2-(cyanomethyl)-4-(2'-(((S)-1-methylpyrrolidin-2-yl)methoxy)-8'-oxo-1,3,5',8'-tetrahydro-6'H-spiro[indene-2,7'-quinazolin]-4'-yl)piperazine-1-carboxylate C(#N)C[C@@H]1N(CCN(C1)C1=NC(=NC=2C(C3(CCC12)CC1=CC=CC=C1C3)=O)OC[C@H]3N(CCC3)C)C(=O)OC(C)(C)C